sodium ammonium sulfate salt S(=O)(=O)([O-])[O-].[NH4+].[Na+]